FC=1C=CC2=C(CNCCO2)C1 7-Fluoro-2,3,4,5-tetrahydro-1,4-benzoxazepine